2-(2-aminopropoxy)-4-bromo-benzoic acid methyl ester hydrochloride Cl.COC(C1=C(C=C(C=C1)Br)OCC(C)N)=O